(5-chloro-3-ethylpyrazolo[1,5-a]pyrimidin-7-yl)((5-(trifluoromethyl)imidazo[1,2-a]pyridin-2-yl)methyl)carbamic acid tert-butyl ester C(C)(C)(C)OC(N(CC=1N=C2N(C(=CC=C2)C(F)(F)F)C1)C1=CC(=NC=2N1N=CC2CC)Cl)=O